N1-(2-chloroquinazolin-4-yl)propane-1,3-diamine ClC1=NC2=CC=CC=C2C(=N1)NCCCN